C(#N)[C@H](C[C@@H]1C(NCCC1)=O)NC(=O)[C@@H]1N([C@H]2CC([C@@H]1CC2)(F)F)C(=O)C=2NC1=C(C=CC(=C1C2)F)F (1R,3R,4R)-N-[(1S)-1-cyano-2-[(3R)-2-oxo-3-piperidyl]ethyl]-2-(4,7-difluoro-1H-indole-2-carbonyl)-5,5-difluoro-2-azabicyclo[2.2.2]octane-3-carboxamide